((3R,5R)-3-amino-5-fluoropiperidin-1-yl)(2-(1-(3-hydroxypropyl)-3-methyl-2,3-dihydro-1H-pyrrolo[1,2,3-de]quinoxalin-5-yl)-7-methoxy-1-methyl-1H-benzo[d]imidazol-5-yl)methanone N[C@H]1CN(C[C@@H](C1)F)C(=O)C1=CC2=C(N(C(=N2)C2=CC=3C=4N2C(CN(C4C=CC3)CCCO)C)C)C(=C1)OC